C(CCC)SC1=C(C=C(C=C1OC)CCN)OC 2-(4-butylsulfanyl-3,5-dimethoxyphenyl)ethanamine